(Z)-5-((1-(4-(tert-Butyl)phenyl)-1H-pyrrol-2-yl)methylene)thiazolidine-2,4-dione C(C)(C)(C)C1=CC=C(C=C1)N1C(=CC=C1)\C=C/1\C(NC(S1)=O)=O